FC=1C=CC(=C(OC=2C(=NC=CC2)N)C1)OC 3-(5-Fluoro-2-methoxyphenoxy)pyridin-2-amine